[Cl-].C(CC#C)[NH3+] but-3-yn-1-aminium chloride